5-{1-fluoro-3-hydroxy-7-[(4,4,4-trifluoro-3-hydroxybutyl)amino]-5,6,7,8-tetrahydronaphthalen-2-yl}-1λ6,2,5-thiadiazolidine-1,1,3-trione FC1=C(C(=CC=2CCC(CC12)NCCC(C(F)(F)F)O)O)N1CC(NS1(=O)=O)=O